6-((2-(difluoromethyl)-6-methoxy-7-phenyl-1H-imidazo[4,5-c]pyridin-1-yl)methyl)-5-fluoropyridine-3-sulfonamide FC(C=1N(C2=C(C=NC(=C2C2=CC=CC=C2)OC)N1)CC1=C(C=C(C=N1)S(=O)(=O)N)F)F